CNC1=C2N=CN(C2=NC=N1)C(CCO)CCCCC 3-(6-(Methylamino)-9H-purin-9-yl)octan-1-ol